Manganese Glycerophosphate C(C(COP(=O)([O-])[O-])O)O.[Mn+2]